3-((3-exo)-3-((6-((5-methyl-1H-pyrazol-3-yl)amino)-9H-purin-2-yl)amino)-8-azabicyclo[3.2.1]oct-8-yl)propionitrile CC1=CC(=NN1)NC1=C2N=CNC2=NC(=N1)NC1CC2CCC(C1)N2CCC#N